CS(=O)(=O)C1=CC=CC=N1 6-methanesulfonylpyridin